[N+](=O)([O-])C1=C(N)C=CC(=C1)C1=CC=C(C=C1)C 2-nitro-4-(p-tolyl)aniline